ClC(=CC(=CC(Cl)(Cl)Cl)Cl)Cl 1,1,3,5,5,5-hexachloro-1,3-pentadiene